(2S)-4-(2-chloropyrimidin-4-yl)-2-methylpiperazine-1-carboxylic acid tert-butyl ester C(C)(C)(C)OC(=O)N1[C@H](CN(CC1)C1=NC(=NC=C1)Cl)C